4-[5-(6-cyanopyrimidin-4-yl)-1-(oxan-2-yl)pyrazole-3-carbonyl]-N-[(1r,4r)-4-hydroxy-4-(trifluoromethyl)cyclohexyl]-4-azaspiro[2.5]octane-7-carboxamide C(#N)C1=CC(=NC=N1)C1=CC(=NN1C1OCCCC1)C(=O)N1C2(CC2)CC(CC1)C(=O)NC1CCC(CC1)(C(F)(F)F)O